2-[1-[[2-fluoro-3-(trifluoromethoxy)phenyl]methyl]imidazol-4-yl]-4-(1H-triazol-4-yl)pyridine FC1=C(C=CC=C1OC(F)(F)F)CN1C=NC(=C1)C1=NC=CC(=C1)C=1N=NNC1